N1=CC=NC2=CC(=CC=C12)C=N (quinoxalin-6-yl)methanimine